NCCOC1=CC=C2C=C(C(=C(C2=C1)F)N1CC(NS1(=O)=O)=O)O 5-(7-(2-Aminoethoxy)-1-fluoro-3-hydroxynaphthalen-2-yl)-1,2,5-thiadiazolidin-3-one 1,1-dioxide